CC1=C(C(NC(=C1)C)=O)CNC(=O)C=1C=C(C=C(C1C)N(C1CCOCC1)CC)C1=CC=CC=C1 3'-(((4,6-dimethyl-2-oxo-1,2-dihydro-pyridine-3-yl)methyl)carbamoyl)-5'-(ethyl(tetra-hydro-2H-pyran-4-yl)amino)-4'-methyl-[1,1'-biphenyl]